(R)-8-((1-((tert-butyldimethylsilyl)oxy)-2-methylhexan-2-yl)amino)-6-((2,4-dimethoxybenzyl)amino)-1,5-naphthyridin-3-ol [Si](C)(C)(C(C)(C)C)OC[C@](CCCC)(C)NC=1C=C(N=C2C=C(C=NC12)O)NCC1=C(C=C(C=C1)OC)OC